ClC1=C(CNC2=NS(C3=C(N2)C(=CC=C3)OC3=C(C=CC=C3)Cl)(=O)=O)C=CC(=C1)C 3-((2-chloro-4-methylbenzyl)amino)-5-(2-chlorophenoxy)-4H-benzo[e][1,2,4]thiadiazine 1,1-dioxide